O(C1=CC=CC=C1)CCOC1=CC=C2C=C(C(C2=C1)=O)C=1C=NC=CC1 6-(2-phenoxyethoxy)-2-(pyridin-3-yl)-1H-inden-1-one